(3-chloro-2,4-dimethyl-5,7-dihydropyrrolo[3,4-b]pyridin-6-yl)-[(3R)-1-(2-methylpyrimidin-5-yl)pyrrolidin-3-yl]methanone ClC=1C(=C2C(=NC1C)CN(C2)C(=O)[C@H]2CN(CC2)C=2C=NC(=NC2)C)C